C(C=C)(=O)NC(CC)S(=O)(=O)O 1-acrylamido-1-propanesulfonic acid